NC1=C(C=NN1C1=CC=NC2=CC=C(C=C12)F)C(=O)N1C[C@@]2(CCC1)C1=C(NC(O2)=O)C=CC(=C1F)Cl (R)-1'-(5-Amino-1-(6-fluoroquinolin-4-yl)-1H-pyrazole-4-carbonyl)-6-chloro-5-fluorospiro[benzo[d][1,3]oxazine-4,3'-piperidin]-2(1H)-one